CC(C(=O)O)\C=C\C 2-methyl-trans-3-pentenoic acid